4-(4-amino-2-fluorophenoxy)-2,3-dihydro-1H-pyrrolo[2,3-b]pyridine-1-carboxylic acid tert-butyl ester C(C)(C)(C)OC(=O)N1CCC=2C1=NC=CC2OC2=C(C=C(C=C2)N)F